glucose lithium iron manganese phosphate P(=O)([O-])([O-])[O-].[Mn+2].[Fe+2].[Li+].O=C[C@H](O)[C@@H](O)[C@H](O)[C@H](O)CO